3-[4-[2-[2-[2-(2-Benzyloxyethoxy)ethoxy]ethoxy]ethoxy]-1-oxo-isoindolin-2-yl]piperidine-2,6-dione C(C1=CC=CC=C1)OCCOCCOCCOCCOC1=C2CN(C(C2=CC=C1)=O)C1C(NC(CC1)=O)=O